C1(CCCC1)N1N=CC(=C1)NC1=NC(=NC=C1)C1=CC=C(C=C1)N1C(NCC1)=O 1-(4-(4-((1-cyclopentyl-1H-pyrazol-4-yl)amino)pyrimidin-2-yl)phenyl)imidazolidin-2-one